IC=1C2=C(C(N(C1)C1CCOCC1)=O)C=NN2COCC[Si](C)(C)C 7-iodo-5-(tetrahydro-2H-pyran-4-yl)-1-((2-(trimethylsilyl)ethoxy)methyl)-1,5-dihydro-4H-pyrazolo[4,3-c]pyridin-4-one